NC=1C=2N(C3=CC(=CC=C3N1)C(=O)N([C@@H]1COC3=C1C=CC(=C3)C(F)(F)F)C)C=NC2C(=O)N (S)-4-amino-N8-methyl-N8-(6-(trifluoromethyl)-2,3-dihydrobenzofuran-3-yl)imidazo[1,5-a]quinoxaline-3,8-dicarboxamide